C1=CC=CC=2C3=CC=CC=C3C(C12)COC(=O)N([C@H](C(=O)O)CCCCCC=C)C (S)-2-((((9H-fluoren-9-yl)methoxy)carbonyl)(methyl)amino)non-8-enoic acid